(S)-1-(difluoromethyl)-N-(1-((4-(3-methoxypyridin-4-yl)phenyl)amino)-1-oxo-3,3-diphenylpropan-2-yl)-1H-pyrazole-5-carboxamide FC(N1N=CC=C1C(=O)N[C@H](C(=O)NC1=CC=C(C=C1)C1=C(C=NC=C1)OC)C(C1=CC=CC=C1)C1=CC=CC=C1)F